CC1=C(C=NC(=C1)SC)C1=CN=C(N1)C1N(CCCC1)C(C(C)SC)=O 1-(2-(5-(4-methyl-6-(methylthio)pyridin-3-yl)-1H-imidazol-2-yl)piperidin-1-yl)-2-(methyl-thio)propan-1-one